ClC1=C(C=CC(=C1I)F)N(S(=O)(=O)C1=C(C=CC(=C1)F)F)COCC[Si](C)(C)C N-(2-chloro-4-fluoro-3-iodophenyl)-2,5-difluoro-N-((2-(trimethylsilyl)ethoxy)methyl)benzenesulfonamide